5-nitrobenzene-1,3-dicarboxylic acid [N+](=O)([O-])C=1C=C(C=C(C1)C(=O)O)C(=O)O